OCCC1N(CCOC1)C(=O)[O-] 3-(2-Hydroxyethyl)morpholine-4-carboxylate